C(C=C)(=O)OCCC[Si](OCC)(OCC)OCC acryloxypropyltriethoxysilan